Dihexadecyl ((2-(dimethylamino)ethoxy)carbonyl)-L-glutamate CN(CCOC(=O)N[C@@H](CCC(=O)OCCCCCCCCCCCCCCCC)C(=O)OCCCCCCCCCCCCCCCC)C